1-Benzyl-3-phenylquinoxalin-2(1H)-one C(C1=CC=CC=C1)N1C(C(=NC2=CC=CC=C12)C1=CC=CC=C1)=O